NCCOCCNC(C1=C(C=C(C=C1)NC=1C=2N(C=CN1)C(=CN2)C=2C(=NN(C2)CCC(C)(C)O)C(F)(F)F)CC)=O N-[2-(2-aminoethoxy)ethyl]-2-ethyl-4-[[3-[1-(3-hydroxy-3-methylbutyl)-3-(trifluoromethyl)pyrazol-4-yl]imidazo[1,2-a]pyrazin-8-yl]amino]benzamide